[Co].[Cr].[Pt] platinum-chromium-cobalt